tert-butyl 3-(hydroxymethyl)-4-(((2-(trimethylsilyl)ethoxy)carbonyl) amino)pyrrolidine-1-carboxylate OCC1CN(CC1NC(=O)OCC[Si](C)(C)C)C(=O)OC(C)(C)C